tert-butyl (R)-2-((1-(2-(ethylthio)-3,6-dimethyl-4-oxo-4H-chromen-8-yl)ethyl)amino)benzoate C(C)SC=1OC2=C(C=C(C=C2C(C1C)=O)C)[C@@H](C)NC1=C(C(=O)OC(C)(C)C)C=CC=C1